N1(CCOCC1)C1=NC(=NC(N1C1=CC=CC=C1)NC1=CC=CC=C1)N 6-morpholin-4-yl-N,N1-diphenyl-[1,3,5]triazine-2,4-diamine